N-benzyl-5-chloro-2-methoxy-N-methylnicotinamide C(C1=CC=CC=C1)N(C(C1=C(N=CC(=C1)Cl)OC)=O)C